[2-(cyclohexoxy)ethyl]benzene C1(CCCCC1)OCCC1=CC=CC=C1